ClC1=C(C(=NN1CC)C(F)F)C=O 5-chloro-3-(difluoromethyl)-1-ethyl-1H-pyrazole-4-formaldehyde